NC1=NC2=CC(=CC=C2C=C1F)CN(C(=O)C=1C=NC=C(C1)C(F)(F)F)C1=C(C=CC=C1)S(=O)(=O)C N-[(2-amino-3-fluoroquinolin-7-yl)methyl]-N-(2-methanesulfonylphenyl)-5-(trifluoro-methyl)pyridine-3-carboxamide